[Si](C1=CC=CC=C1)(C1=CC=CC=C1)(C(C)(C)C)OC[C@@H](CSC=1C(=C(C=C2C(NC(NC12)=O)=O)C(F)(F)F)C1=CC=C(C=C1)F)NC(OC(C)(C)C)=O tert-butyl (S)-(1-((tert-butyldiphenylsilyl)oxy)-3-((7-(4-fluorophenyl)-2,4-dioxo-6-(trifluoromethyl)-1,2,3,4-tetrahydroquinazolin-8-yl)thio)propan-2-yl)carbamate